C1(=CC=CC=C1)COCC(C#C)O 1-(Phenylmethoxy)but-3-yn-2-ol